di-tert-butyl (2R,4R)-4-((6-((1-(tert-butyl)-5-methyl-1H-pyrazol-3-yl)amino)-3-fluoro-4-(methylsulfonyl)pyridin-2-yl)methyl)-2-methylpiperidine-1,4-dicarboxylate C(C)(C)(C)N1N=C(C=C1C)NC1=CC(=C(C(=N1)C[C@@]1(C[C@H](N(CC1)C(=O)OC(C)(C)C)C)C(=O)OC(C)(C)C)F)S(=O)(=O)C